4-hydroxy-N-((R)-1-(4-(2-methylpyridin-3-yl)phenyl)-2-morpholinoethyl)pyrrolidine-2-carboxamide OC1CC(NC1)C(=O)N[C@@H](CN1CCOCC1)C1=CC=C(C=C1)C=1C(=NC=CC1)C